ClC1=CC=C(C=C1)C(C(=O)N(C)C)=C (4-chlorophenyl)-N,N-dimethylacrylamide